2-(hydroxymethyl)-6-(oxetan-3-yl)-7,8-dihydro-1,6-naphthyridin-5(6H)-one OCC1=NC=2CCN(C(C2C=C1)=O)C1COC1